(4-[(4-methyl-1H-pyrazol-1-yl)methyl]-2-({2-[3-methyl-6-(1-pyrrolidinylcarbonyl)-1H-indol-1-yl]propanoyl}amino)phenyl)butanoic acid CC=1C=NN(C1)CC1=CC(=C(C=C1)C(C(=O)O)CC)NC(C(C)N1C=C(C2=CC=C(C=C12)C(=O)N1CCCC1)C)=O